(R)-2-(hydroxymethyl)azetidine-1-carboxylic acid tert-butyl ester C(C)(C)(C)OC(=O)N1[C@H](CC1)CO